S(=O)(=O)(OC(=S)OCCCC)[O-].[K+] Potassium (butoxycarbonothioyl) sulfate